zinc diarsenate [As]([O-])([O-])([O-])=O.[As]([O-])([O-])([O-])=O.[Zn+2].[Zn+2].[Zn+2]